NC(C(CC)NC(=O)C1=CN=C2N1C=C(C=C2)C=2C=CC1=C(N=C(O1)N)C2)=O N-(1-amino-1-oxobutan-2-yl)-6-(2-aminobenzo[d]oxazol-5-yl)imidazo[1,2-a]pyridine-3-carboxamide